(R)-1-(5-Methyl-[1,3,4]oxadiazol-2-yl)-ethylamine trifluoroacetic acid salt FC(C(=O)O)(F)F.CC1=NN=C(O1)[C@@H](C)N